OC1=C(C=C(C=C1CC(C)C)C)N1N=C2C(=N1)C=CC(=C2)Cl 2-(2'-hydroxy-3'-isobutyl-5'-methylphenyl)-5-chlorobenzotriazole